CC1=CC=CC(=N1)C1=C(N=CN1)C=1C=C2C=C(C=NC2=CC1)C1=CCC(CC1)O 4-[6-[5-(6-methyl-2-pyridyl)-1H-imidazol-4-yl]-3-quinolyl]cyclohex-3-en-1-ol